S1C2=C(C=C1)C=C(C=C2)CNC(=O)[C@@H]2CN(CCC2)C=2C=1C(N=CN2)=NN(C1)C1=CC=C(C=C1)C (S)-N-(benzo[b]thiophen-5-ylmethyl)-1-(2-(p-tolyl)-2H-pyrazolo[3,4-d]pyrimidin-4-yl)piperidine-3-carboxamide